ClC=1C=C(CN2C(N(C=3N=C(N(C3C2=O)C)NC2=CC=CC(=N2)[C@@H]2[C@@H](C2)C(=O)O)C)=O)C=CC1Cl |r| (±)-cis-2-(6-((1-(3,4-dichlorobenzyl)-3,7-dimethyl-2,6-dioxo-2,3,6,7-tetrahydro-1H-purin-8-yl)amino)pyridin-2-yl)cyclopropanecarboxylic acid